3-((4-chloro-1-methyl-1H-pyrazol-5-yl)methyl)-2-(3-(3-chloro-1H-pyrazol-4-yl)prop-2-yn-1-yl)isoindolin-1-one ClC=1C=NN(C1CC1N(C(C2=CC=CC=C12)=O)CC#CC=1C(=NNC1)Cl)C